19-bromo-11-fluoro-20-methoxy-2,2-dioxo-15-oxa-2λ6,5-dithia-3,10-diazatetracyclo[15.3.1.14,7.08,13]docosa-1(21),4(22),6,8,10,12,17,19-octaen-16-one BrC=1C=C2C(OCC3=CC(=NC=C3C3=CSC(NS(C(C1OC)=C2)(=O)=O)=C3)F)=O